C(CCCCCCC)(=O)CN(C)CCC octanoyl-propyl-dimethylamine